O=C1NC(CCC1N1C(C2=CC=C(C=C2C(=N1)C)N1CCN(CC1)C1CCN(CC1)CCN1CCC(CC1)COC=1C=NC=NC1)=O)=O 5-((1-(2-(4-(4-(2-(2,6-dioxopiperidin-3-yl)-4-methyl-1-Oxo-1,2-dihydrophthalazin-6-yl)piperazin-1-yl)piperidin-1-yl)ethyl)piperidin-4-yl)methoxy)pyrimidine